(S)-1-(3-fluoropropyl)pyrrolidin-3-ol FCCCN1C[C@H](CC1)O